ClC1=CC2=C(C=N1)C(=NN2C2=NC(=CC(=C2)C)[C@@]2(COCC2)OC)C2=COC=C2 (S)-6-chloro-3-(furan-3-yl)-1-(6-(3-methoxy-tetrahydrofuran-3-yl)-4-methylpyridin-2-yl)-1H-pyrazolo[4,3-c]pyridine